ClC=1C=CC(=C(C1)NC(CN([C@@H](CCOC)C(=O)OC)C(CCl)=O)=O)N1N=NC(=C1)Cl methyl N-(2-((5-chloro-2-(4-chloro-1H-1,2,3-triazol-1-yl)phenyl)amino)-2-oxoethyl)-N-(2-chloroacetyl)-O-methylhomoserinate